OC(C(C(=O)OCC1=CC=CC=C1)(C)C)C Benzyl 3-hydroxy-2,2-dimethyl-butyrate